3-(1-(4-(4-Isopropylpiperazin-1-yl)phenyl)-6-methoxy-3,4-dihydronaphthalen-2-yl)phenol C(C)(C)N1CCN(CC1)C1=CC=C(C=C1)C1=C(CCC2=CC(=CC=C12)OC)C=1C=C(C=CC1)O